ClC=1C=C(C=NC1F)S(=O)(=O)Cl 5-chloro-6-fluoropyridine-3-sulfonyl chloride